tert-butyl (S)-2-((R)-2-(((benzyloxy)carbonyl)amino)-2-(1-carbamimidoylpiperidin-4-yl)acetamido)-3-(4-hydroxy-2,6-dimethylphenyl)propanoate C(C1=CC=CC=C1)OC(=O)N[C@@H](C(=O)N[C@H](C(=O)OC(C)(C)C)CC1=C(C=C(C=C1C)O)C)C1CCN(CC1)C(N)=N